N-(4-(chlorodifluoromethoxy)phenyl)-6-(4-(1-((2-(2,6-dioxopiperidin-3-yl)-4-fluoro-1-oxoisoindolin-5-yl)methyl)piperidin-4-yl)piperazin-1-yl)-5-(1H-pyrazol-5-yl)nicotinamide ClC(OC1=CC=C(C=C1)NC(C1=CN=C(C(=C1)C1=CC=NN1)N1CCN(CC1)C1CCN(CC1)CC=1C(=C2CN(C(C2=CC1)=O)C1C(NC(CC1)=O)=O)F)=O)(F)F